Br[C@@H](C(=O)NC1=NC=C(N=C1)OC1=C(C=C(C=C1)F)F)C (R)-2-bromo-N-(5-(2,4-difluorophenoxy)pyrazin-2-yl)propanamide